3-methyl-1H-pyrrole-2-carboxylic acid ethyl ester C(C)OC(=O)C=1NC=CC1C